FC(C=1C=C2C(=CC1)C(N(CC21CC1)CC(=O)OC)=O)F Methyl 2-(6-difluoromethyl-1-oxo-spiro[3H-isoquinoline-4,1'-cyclopropane]-2-yl)acetate